FN(C(=O)OC(C(F)(F)F)(F)F)F perfluorourethane